FC=1C=C(C=C(C1)OC)[C@@H](CO)NC([C@@H](C)N1C(C2=C(CC1)SC(=C2)C2=NC(=NC=C2)NC2CCOCC2)=O)=O (R)-N-((S)-1-(3-fluoro-5-methoxyphenyl)-2-hydroxyethyl)-2-(4-oxo-2-(2-((tetrahydro-2H-pyran-4-yl)amino)pyrimidin-4-yl)-6,7-dihydrothieno[3,2-c]pyridin-5(4H)-yl)-propionamide